3-((13S,15S,Z)-4-fluoro-16-(hydroxymethylene)-13-methyl-17-oxo-7,8,9,11,12,13,14,15,16,17-decahydro-6H-cyclopenta[a]phenanthren-15-yl)-N-(6-methoxypyridazin-3-yl)propanamide FC1=CC=CC=2C3CC[C@@]4(C(\C(\[C@H](C4C3CCC12)CCC(=O)NC=1N=NC(=CC1)OC)=C/O)=O)C